methyl-5-(7-methyl-1H-indazol-5-yl)-1H-pyrrole CN1C=CC=C1C=1C=C2C=NNC2=C(C1)C